N-(4-carboxyphenyl)nitrone C(=O)(O)C1=CC=C(C=C1)[N+](=C)[O-]